BrC=1C=C(C=C2C(N(C(=NC12)C1(CC1)F)C)=O)C 8-bromo-2-(1-fluorocyclopropyl)-3,6-dimethylquinazolin-4(3H)-one